5-((Z)-2-(3-((4aR,7aS)-2-amino-6-(5-fluoropyrimidin-2-yl)-4,4a,5,6,7,7a-hexahydropyrrolo[3,4-d][1,3]thiazin-7a-yl)-4-fluorophenyl)-1-fluorovinyl)pyrazine-2-carbonitrile NC=1SC[C@H]2[C@@](N1)(CN(C2)C2=NC=C(C=N2)F)C=2C=C(C=CC2F)\C=C(/F)\C=2N=CC(=NC2)C#N